9-cyclohexylpurine C1(CCCCC1)N1C2=NC=NC=C2N=C1